4-(1-Cyclopropyl-1H-imidazo[4,5-c]pyridin-7-yl)benzonitrile C1(CC1)N1C=NC=2C=NC=C(C21)C2=CC=C(C#N)C=C2